FC(C(=O)O)(F)F.CNC1CC(C1)C1=CC(=CC=C1)C1(CC1)C n-methyl-3-(3-(1-methylcyclopropyl)phenyl)cyclobutane-1-amine, trifluoroacetate salt